2-[(2R)-2-amino-3-(methylsulfanyl)propyl]-5-chloro-N-[(furan-2-yl)methyl]-3-methylthieno[3,2-b]pyridin-7-amine dihydrochloride Cl.Cl.N[C@H](CC1=C(C2=NC(=CC(=C2S1)NCC=1OC=CC1)Cl)C)CSC